(1-(p-cyanophenyl)vinyl)-1H-benzo[d][1,2,3]triazole C(#N)C1=CC=C(C=C1)C(=C)N1N=NC2=C1C=CC=C2